(E)-3-(4-bromophenyl)-1-(4-(4-hydroxycyclohexane-1-carbonyl)piperazin-1-yl)prop-2-en-1-one BrC1=CC=C(C=C1)/C=C/C(=O)N1CCN(CC1)C(=O)C1CCC(CC1)O